2,5-dichloro-4-(trifluoromethyl)pyridine ClC1=NC=C(C(=C1)C(F)(F)F)Cl